CC=1N(C=2C(=NC=C(C2)C=2C=CN3N=C(N=CC32)C3(CCC(CC3)N)N)N1)C1CCOCC1 1-(5-(2-methyl-1-(tetrahydro-2H-pyran-4-yl)-1H-imidazo[4,5-b]pyridin-6-yl)pyrrolo[2,1-f][1,2,4]triazin-2-yl)cyclohexane-1,4-diamine